2-PHENYL-1H-PYRROLO[2,3-E]PYRIDINE-5-BORONIC ACID C1(=CC=CC=C1)C1=CC2=C(C=CC(=N2)B(O)O)N1